3-(2-(4-(2-fluoro-5-(1H-pyrazol-1-yl)phenyl)piperazin-1-yl)ethyl)-8-(pyridin-2-yl)-3H-[1,2,4]triazolo[5,1-i]purin-5-amine FC1=C(C=C(C=C1)N1N=CC=C1)N1CCN(CC1)CCN1C=2N=C(N3C(C2N=C1)=NC(=N3)C3=NC=CC=C3)N